7-hexylisoindoline-1,3-dione C(CCCCC)C=1C=CC=C2C(NC(C12)=O)=O